lithium tert.butanolate C(C)(C)(C)[O-].[Li+]